cyclohexane-1,2-dicarboxylic acid dihexyl ester C(CCCCC)OC(=O)C1C(CCCC1)C(=O)OCCCCCC